C(C1=CC=CC=C1)OCCN1CC2CCC(C1)N2C(=O)OC(C)(C)C t-butyl 3-(2-benzyloxyethyl)-3,8-diazabicyclo[3.2.1]octane-8-carboxylate